BrC1=CN=C(C=2N1N=CC2)N 7-bromo-pyrazolo[1,5-a]pyrazin-4-amine